BrC=1C=C(C=C2C=CC(N(C12)C=1C=NN(C1)COCC[Si](C)(C)C)=O)Cl 8-bromo-6-chloro-1-(1-((2-(trimethylsilyl)ethoxy)methyl)-1H-pyrazol-4-yl)quinolin-2(1H)-one